S1C(=NC=C1)C(=O)N 1,3-thiazol-2-carboxamide